4-(4-(dimethylamino)-3-methylphenyl)-N-((5-(2,6-dioxopiperidin-3-yl)-4-oxo-5,6-dihydro-4H-thieno[3,4-c]pyrrol-1-yl)methyl)butanamide CN(C1=C(C=C(C=C1)CCCC(=O)NCC=1SC=C2C1CN(C2=O)C2C(NC(CC2)=O)=O)C)C